[N+](=O)([O-])C1=CC(=C(C=C1)S(=O)(=O)ON=C(C1=CC=CC=C1)C#N)C(F)(F)F α-(4-nitro-2-trifluoromethylbenzenesulfonyloxyimino)-benzyl cyanide